[N+](=O)([O-])C1=CC=C(OP(=O)(OC2=CC=CC=C2)N[C@@H](C)C(=O)OC2CCC(CC2)NC(=O)OC(C)(C)C)C=C1 (1r,4S)-4-((tert-butoxycarbonyl)amino)cyclohexyl ((4-nitrophenoxy)(Phenoxy)phosphoryl)-L-alaninate